(2S,5R)-7-oxo-2-(N-(5-(trifluoromethyl) pyrimidine-2-carbonyl) carbamimidoyl)-1,6-diazabicyclo[3.2.1]octan-6-yl hydrogen sulfate S(=O)(=O)(ON1[C@@H]2CC[C@H](N(C1=O)C2)C(NC(=O)C2=NC=C(C=N2)C(F)(F)F)=N)O